FC(C1=NN=C(O1)C1=CC(=C(CN2N=NC(=C2)C2=CC=C(C=O)C=C2)C=C1)F)F 4-(1-(4-(5-(difluoromethyl)-1,3,4-oxadiazol-2-yl)-2-fluorobenzyl)-1H-1,2,3-triazol-4-yl)benzaldehyde